OC(CN(CC(CC(CCN(CC(C)O)CC(C)O)C)(C)C)CC(C)O)C N,N,N',N'-tetrakis(2-hydroxypropyl)-2,2,4-trimethylhexamethylenediamine